C(CCCCCC(=O)OCC(CCCC=C)CCCC=C)(=O)OCC(COC(CCCN1CCCC1)=O)COC(CCCCCC(OCC(CCCC=C)CCCC=C)=O)=O 1-(2-{[(7-Oxo-7-{[2-(pent-4-en-1-yl)hept-6-en-1-yl]oxy}heptanoyl)oxy]methyl}-3-{[4-(pyrrolidin-1-yl)butanoyl]oxy}propyl) 7-[2-(pent-4-en-1-yl)hept-6-en-1-yl] heptanedioate